ClC1=C(C(=CC(=C1)C1=CC(=NC=C1)N1CCNCC1)Cl)S(=O)(=O)NC=1C(=NN(C1C)C)C 2,6-dichloro-4-(2-piperazin-1-yl-pyridin-4-yl)-N-(1,3,5-trimethyl-1H-pyrazol-4-yl)-benzenesulfonamide